C(CCC)C1=C(C=CC=C1)CCCCC butyl-(pentanyl)benzene